1-phenyl-1-(aminoethyl)ethane C1(=CC=CC=C1)C(C)CCN